C(C)(C)(C)OC(=O)N1CC([C@@H](CC1)N=[N+]=[N-])(F)F (4R)-4-azido-3,3-difluoro-piperidine-1-carboxylic acid tert-butyl ester